1-(4-(4-(4-amino-7-methyl-5-(4-phenoxyphenyl)-7H-pyrrolo[2,3-d]pyrimidin-6-yl)-1H-pyrazol-1-yl)piperidin-1-yl)-2-methylprop-2-en-1-one NC=1C2=C(N=CN1)N(C(=C2C2=CC=C(C=C2)OC2=CC=CC=C2)C=2C=NN(C2)C2CCN(CC2)C(C(=C)C)=O)C